4-(2,3-difluorophenyl)-5-methylpyrimidine-2-carboxylic acid methyl ester COC(=O)C1=NC=C(C(=N1)C1=C(C(=CC=C1)F)F)C